N(=[N+]=[N-])C[C@H]([C@H]([C@H]1[C@@H]([C@H](CC(C(O)=O)(O)O1)O)NC(CO)=O)O)O 9-Azido-9-deoxy-N-glycolylneuraminic acid